N1C(NC=2C1=CSC2)=O 1H-Thieno[3,4-d]imidazol-2(3H)-one